(R)-4-chloro-5-(3-((6-fluoro-4-(1,3,5-trimethyl-1H-pyrazol-4-yl)pyridin-2-yl)oxy)pyrrolidin-1-yl)-2-(2-hydroxyethyl)pyridazin-3(2H)-one ClC=1C(N(N=CC1N1C[C@@H](CC1)OC1=NC(=CC(=C1)C=1C(=NN(C1C)C)C)F)CCO)=O